C1(CC1)C1=CC(=C(C2=C1N(N=N2)C)C)[C@@H](CC(=O)O)C=2C=C(C1=C(C=CS1)C2)CN2C[C@H](OC1=C(C2)N=C(C=C1)O)CC (3S)-3-(7-Cyclopropyl-1,4-dimethyl-1H-benzotriazol-5-yl)-3-(7-{[(2R)-2-ethyl-7-hydroxy-2,3-dihydropyrido[2,3-f][1,4]oxazepin-4(5H)-yl]methyl}-1-benzothiophen-5-yl)propanoic acid